C(C)N1N=C(C2=C1C(NCC1(CCOCC1)C2)=O)CC(COC(=O)C=2C=NN(C2)C)(C)C 1-Methylpyrazole-4-carboxylic acid [3-(1-ethyl-8-oxo-spiro[6,7-dihydro-4H-pyrazolo[3,4-c]azepin-5,4'-tetrahydropyran]-3-yl)-2,2-dimethyl-propyl] ester